C(C)(C)(C)OC(N(C1CCOCC1)CC1=CC=C2C(=C(NC2=C1)I)CC)=O (3-ethyl-2-iodo-1H-indol-6-yl)methyl-(tetrahydro-2H-pyran-4-yl)carbamic acid tert-butyl ester